CC(C(=O)O)(O)C1=CCCC=C1 3,4-dihydromethylmandelic acid